C(CCCCCCCCCCC)N(CCO)CCO.P(=O)(OCCCCCCCCCCCCCCCCCC)(O)O octadecyl phosphate dodecyldiethanolamine salt